pentaerythritol tris(mercaptoacetate) SCC(=O)OCC(COC(CS)=O)(COC(CS)=O)CO